N-(2,6-dioxopiperidin-3-yl)-2-fluorobenzamide O=C1NC(CCC1NC(C1=C(C=CC=C1)F)=O)=O